NC([C@H](C[C@H]1C(NCC1)=O)NC(=O)[C@H]1N(CC(C1)(C)C)C(=O)C=1NC2=CC=CC(=C2C1)OC)=O (S)-N-((S)-1-amino-1-oxo-3-((S)-2-oxopyrrolidin-3-yl)propan-2-yl)-1-(4-methoxy-1H-indole-2-carbonyl)-4,4-dimethylpyrrolidine-2-carboxamide